(S)-Methyl 4-(2-(pyridin-3-yl)pyrrolidin-1-yl)butanoate N1=CC(=CC=C1)[C@H]1N(CCC1)CCCC(=O)OC